[129Xe] The molecule is the stable isotope of xenon with relative atomic mass 128.904780, 26.4 atom percent natural abundance and nuclear spin 1/2. It is a xenon(0) and a xenon atom.